C1(=CC=CC2=CC3=CC=CC=C3C=C12)C(=O)N1CCN(CC1)C1=CC=C(C=C1)O Anthracen-1-yl[4-(4-hydroxyphenyl)-piperazin-1-yl]-methanone